2-(6-(2-(Carboxymethoxy)ethoxy)pyridin-3-yl)-8-chloroquinazoline-4-carboxylic acid C(=O)(O)COCCOC1=CC=C(C=N1)C1=NC2=C(C=CC=C2C(=N1)C(=O)O)Cl